2-fluoro-5-formyl-benzonitrile FC1=C(C#N)C=C(C=C1)C=O